aluminum-magnesium [Mg].[Al]